N-(6-(difluoromethyl)pyridin-2-yl)-6-isopropoxy-2-((1R,4R)-1-methyl-2-oxabicyclo[2.2.1]heptan-4-yl)-2H-indazole-5-carboxamide FC(C1=CC=CC(=N1)NC(=O)C1=CC2=CN(N=C2C=C1OC(C)C)[C@]12CO[C@](CC1)(C2)C)F